S1C=NC2=C1C=C(C=C2)C2=CC(=NN2C2=NC(=CC=C2)C)CC(=O)NC2=CC=C(C=C2)OC(F)(F)F 5-(benzo[d]thiazol-6-yl)-1-(6-methylpyridin-2-yl)-N-(4-(trifluoromethoxy)phenyl)-1H-pyrazole-3-carboxyamide